(rac)-2'-[6-amino-5-(trifluoromethoxy)pyridin-3-yl]-N-[1-(2-fluorophenyl)cyclobutyl]-5',6'-dihydrospiro[pyrrolidine-3,4'-pyrrolo[1,2-b]pyrazole]-1-carboxamide NC1=C(C=C(C=N1)C=1C=C2N(N1)CC[C@]21CN(CC1)C(=O)NC1(CCC1)C1=C(C=CC=C1)F)OC(F)(F)F |r|